BrC1=CC(=C(C=C1)N1N=C2C(N=C(NC2=O)N2CCCC2)=N1)C(F)(F)F 2-(4-bromo-2-(trifluoromethyl)phenyl)-5-(pyrrolidin-1-yl)-2,6-dihydro-7H-[1,2,3]triazolo[4,5-d]pyrimidin-7-one